methyl 4-(benzylthio)-2-(difluoromethyl)-2H-indazole-6-carboxylate C(C1=CC=CC=C1)SC=1C2=CN(N=C2C=C(C1)C(=O)OC)C(F)F